tert-butyl-peroxy alcohol C(C)(C)(C)OOO